3,6-bis(2-methyl-2-morpholinopropionyl)-9-octylcarbazole CC(C(=O)C=1C=CC=2N(C3=CC=C(C=C3C2C1)C(C(C)(C)N1CCOCC1)=O)CCCCCCCC)(C)N1CCOCC1